CC=1C(=NC(=NC1)NC1=CC=NN1C)C=1N=C(OC1)C(=O)NCC1=NC(=CC=C1)C 4-(5-methyl-2-((1-methyl-1H-pyrazol-5-yl)amino)pyrimidin-4-yl)-N-((6-methylpyridin-2-yl)methyl)oxazole-2-carboxamide